(S)-3-amino-7-(2-(3-(benzyloxy)-3-methylazetidin-1-yl)ethoxy)-5-methyl-2,3-dihydrobenzo[b][1,4]oxazepin-4(5H)-one hydrochloride Cl.N[C@@H]1C(N(C2=C(OC1)C=CC(=C2)OCCN2CC(C2)(C)OCC2=CC=CC=C2)C)=O